glycerin diacetate C(C)(=O)O.C(C)(=O)O.OCC(O)CO